(2R,3R,4R,5R)-5-(2-amino-6-(methylamino)-9H-purin-9-yl)-2-((2-cyclohexylacetoxy)methyl)-4-fluoro-4-methyltetrahydrofuran-3-yl propionate C(CC)(=O)O[C@@H]1[C@H](O[C@H]([C@]1(C)F)N1C2=NC(=NC(=C2N=C1)NC)N)COC(CC1CCCCC1)=O